C(#N)C1=C(SC2=C1C(=NC=C2F)C=2C1=C(C=3C=NC(=NC3C2F)N2C[C@@H](CC2)N2CCN(CC2)CC(F)(F)F)COC1)NC(OC(C)(C)C)=O tert-Butyl (3-cyano-7-fluoro-4-(5-fluoro-3-((R)-3-(4-(2,2,2-trifluoroethyl)piperazin-1-yl)pyrrolidin-1-yl)-7,9-dihydrofuro[3,4-f]quinazolin-6-yl)thieno[3,2-c]pyridin-2-yl)carbamate